5-(chlorosulfonyl)benzofuran-2-carboxylic acid ethyl ester C(C)OC(=O)C=1OC2=C(C1)C=C(C=C2)S(=O)(=O)Cl